2-chloro-N-(4-(2-chloro-1,1,1,3,3,3-hexafluoropropan-2-yl)-2-methoxyphenyl)benzamide ClC1=C(C(=O)NC2=C(C=C(C=C2)C(C(F)(F)F)(C(F)(F)F)Cl)OC)C=CC=C1